4-(4-(3-(2,4-dihydroxy-5-isopropylphenyl)-5-(ethylcarbamoyl)-4H-1,2,4-triazol-4-yl)benzyl)piperazine-1-carboxylate OC1=C(C=C(C(=C1)O)C(C)C)C1=NN=C(N1C1=CC=C(CN2CCN(CC2)C(=O)[O-])C=C1)C(NCC)=O